N-(3-cyano-4,5,6,7-tetrahydro-1-benzothiophene-2-yl)naphthalene-1-carboxamide C(#N)C1=C(SC2=C1CCCC2)NC(=O)C2=CC=CC1=CC=CC=C21